O(CCOCCCN)CCOCCCN 3,3'-oxybis(ethylene-oxy)bis(propylamine)